(2S,4R)-N-[(S)-(4-cyclopropyl-3-fluorophenyl)(phenyl)methyl]-1-[2-(3,5-dimethyl-1H-pyrazol-4-yl)acetyl]-4-fluoropyrrolidine-2-carboxamide C1(CC1)C1=C(C=C(C=C1)[C@@H](NC(=O)[C@H]1N(C[C@@H](C1)F)C(CC=1C(=NNC1C)C)=O)C1=CC=CC=C1)F